sodium N-(3,5-dimethylphenyl)sulphonamide CC=1C=C(C=C(C1)C)NS(=O)=O.[Na]